methyl 5,5-difluoro-2-oxopiperidine-3-carboxylate FC1(CC(C(NC1)=O)C(=O)OC)F